NCCC1=CC=C(C=C1)NC1CC2=CC=CC=C2CC1 N-(4-(2-aminoethyl)phenyl)-1,2,3,4-tetrahydronaphthalen-2-amine